O=C1N[C@@H](CCC1)C(=O)O (S)-2-oxo-6-piperidinecarboxylic acid